BrC=1NC(=NN1)C=1C(=CC(=C(C1)NC(=O)C=1C=NN2C1C=CC=C2)C)F N-[5-(5-Bromo-4H-1,2,4-triazol-3-yl)-4-fluoro-2-methylphenyl]pyrazolo[1,5-a]pyridine-3-carboxamide